C(CCCC)OC(C=C)=O acrylic acid amyl ester